OC1=C(C=CC(=C1)C(F)(F)F)C1=C(C(=C(N=N1)N[C@H]1CN(CCC1)C(=O)C12CC(C1)(C2)O)C)C (R)-(3-((6-(2-hydroxy-4-(trifluoromethyl)phenyl)-4,5-dimethylpyridazin-3-yl)amino)piperidin-1-yl)(3-hydroxybicyclo[1.1.1]pentan-1-yl)methanone